C1(CC1)S(=O)(=O)CC=1C=CC(=NC1)NC=1N=CC=2CCNCC2C1 N-{5-[(cyclopropanesulfonyl)methyl]pyridin-2-yl}-5,6,7,8-tetrahydro-2,6-naphthyridin-3-amine